ClC1=CC2=C(C(=N1)CNC(OC(C)(C)C)=O)CN(C2=O)C2=NC(=CC=C2)N2C(OC[C@@H]2CF)=O tert-butyl [(6-chloro-2-{6-[(4R)-4-(fluoromethyl)-2-oxo-1,3-oxazolidin-3-yl]pyridin-2-yl}-1-oxo-2,3-dihydro-1H-pyrrolo[3,4-c]pyridin-4-yl)methyl]carbamate